[Cu+2].[K+] potassium copper (II)